FC=1C(=C(C=CC1)C1=C(C=CC(=N1)NS(=O)(=O)C1=CC=CC(=N1)N1C[C@@H](CCC1)C(=O)O)C(F)(F)F)C (3R)-1-(6-{[6-(3-fluoro-2-methylphenyl)-5-(trifluoromethyl)pyridin-2-yl]Sulfamoyl}pyridin-2-yl)piperidine-3-carboxylic acid